2-chloro-N-(2-methoxyethyl)-5-(trifluoromethyl)pyridin-4-amine ClC1=NC=C(C(=C1)NCCOC)C(F)(F)F